ClC=1C=CC=C2C=CC(OC12)C(C(=O)OC)(C1=CC(=CC=C1)Br)O methyl 2-(8-chloro-2H-chromenyl)-2-hydroxy-2-m-bromophenylacetate